(Z)-5-((5-fluoro-2-oxoindolin-3-ylidene)methyl)-2,4-dimethyl-N-(2-(pyrrolidin-1-yl)ethyl)-1H-pyrrole-3-carboxamide FC=1C=C2/C(/C(NC2=CC1)=O)=C/C1=C(C(=C(N1)C)C(=O)NCCN1CCCC1)C